BrC=1C2=C(C(=C(C(=C2C(=C2C(=C(C(=C(C12)[2H])[2H])[2H])[2H])Br)[2H])[2H])[2H])[2H] 9,10-dibromo(anthracene-d8)